5-(2-chlorophenoxy)-3-((2-fluorobenzyl)amino)-7-methyl-4H-benzo[e][1,2,4]thiadiazine 1,1-dioxide ClC1=C(OC2=CC(=CC3=C2NC(=NS3(=O)=O)NCC3=C(C=CC=C3)F)C)C=CC=C1